Cis-Ethyl 2-[[6,7-dichloro-3-(1-tetrahydropyran-2-ylpyrazol-4-yl)-1H-indol-4-yl]oxy]cyclopropanecarboxylate ClC1=CC(=C2C(=CNC2=C1Cl)C=1C=NN(C1)C1OCCCC1)O[C@@H]1[C@@H](C1)C(=O)OCC